7-(3-(1-(2-(dimethylamino)ethyl)-1H-pyrazol-4-yl)-7,8-dihydro-1,6-naphthyridin-6(5H)-yl)-2,8,9-trimethyl-4H-pyrimido[1,2-b]pyridazin-4-one CN(CCN1N=CC(=C1)C=1C=NC=2CCN(CC2C1)C=1C(=C(C=2N(N1)C(C=C(N2)C)=O)C)C)C